C(C)(C)(C)OC(=O)C1=NC(=CC=C1NC(C)C=1C=C(C=C2C(C=C(OC12)C=1N(C2=CC=CC=C2C1)C(=O)OC(C)(C)C)=O)C)C tert-Butyl 2-[8-[1-[(2-tert-butoxycarbonyl-6-methyl-3-pyridyl)amino]ethyl]-6-methyl-4-oxo-chromen-2-yl]indole-1-carboxylate